(1R,3S)-4-aminoadamantane-1-ol hydrochloride Cl.NC1[C@@H]2CC3(CC(CC1C3)C2)O